OCC=1C=C(C=C(C1)CO)NC(C)=O 3,5-bis-(hydroxymethyl)-1-acetamidobenzene